5-(Ethylsulfonyl)-N-methyl-6-[3-methyl-6-(trifluoromethyl)-3H-imidazo[4,5-b]pyridin-2-yl]pyridine-2-carboxamide C(C)S(=O)(=O)C=1C=CC(=NC1C1=NC=2C(=NC=C(C2)C(F)(F)F)N1C)C(=O)NC